hex-5-ynylamide C(CCCC#C)[NH-]